FC1([C@H](CN(CC1)C1=NC2=CC=C(C=C2C=C1C(=O)N)F)C)F (S)-2-(4,4-difluoro-3-methylpiperidin-1-yl)-6-fluoroquinoline-3-carboxamide